FC1=CC(=C(NOC(C)(C)C)C=C1)OC 4-fluoro-2-methoxy-N-t-butoxyaniline